(2R,3S,4aR,7aR)-2-[4-(cyclopentylamino)phenyl]-1-(2-fluoro-6-methyl-benzoyl)-2,3,4,4a,5,6,7,7a-octahydrocyclopenta[b]pyridine-3-carboxylic acid C1(CCCC1)NC1=CC=C(C=C1)[C@H]1[C@H](C[C@@H]2[C@H](N1C(C1=C(C=CC=C1C)F)=O)CCC2)C(=O)O